3-(1-(3-Chloro-N-(cyclopropylmethyl)-5-(trifluoromethyl)benzamido)ethyl)pyrazine-2-carboxylic acid ClC=1C=C(C(=O)N(CC2CC2)C(C)C=2C(=NC=CN2)C(=O)O)C=C(C1)C(F)(F)F